C(C1=CC=CC=C1)(=O)C(C(=O)OCC(C)C)C(C(=O)OCC(C)C)C(C1=CC=CC=C1)=O diisobutyl 2,3-dibenzoylsuccinate